3-oxobutyl phosphate P(=O)(OCCC(C)=O)([O-])[O-]